C(C)(C)(C)C=1C=C(C=C(C1O)C(C)(C)C)CCC(=O)O.C(C)(C)(C)C=1C=C(C=C(C1O)C(C)(C)C)CCC(=O)O.N=C=C.N=C=C bis(iminoethylene) bis(3-(3,5-di-tert-butyl-4-hydroxyphenyl)propionate)